NC=1C(=NC(=CC1)OC)N(CCCC1=C(C=CC(=C1)F)NC1=C(C(=O)OC)C=C(C(=C1)C(F)(F)F)F)C(=O)OC(C)(C)C methyl 2-((2-(3-((3-amino-6-methoxypyridin-2-yl) (tert-butoxycarbonyl) amino) propyl)-4-fluorophenyl) amino)-5-fluoro-4-(trifluoromethyl)-benzoate